C(\C=C\C)(=O)OC1C(CCC1)C1CCCC1 1,1'-Bi(cyclopentyl)-2-yl (2E)-but-2-enoate